(8-{2-[4-(cyclobutylmethyl)morpholin-2-yl]ethoxy}-7-methoxy-2,3-dihydroimidazo[1,2-c]quinazolin-5-yl)nicotinamide C1(CCC1)CN1CC(OCC1)CCOC=1C=CC=2C=3N(C(=NC2C1OC)C1=C(C(=O)N)C=CC=N1)CCN3